31-methyltritriacontyl eicos-11-enoate C(CCCCCCCCCC=CCCCCCCCC)(=O)OCCCCCCCCCCCCCCCCCCCCCCCCCCCCCCC(CC)C